NC1=NC(N(C=C1)[C@@H]1O[C@@H]([C@H]([C@@H]1F)O)CO)=O 4-amino-1-((2R,3S,4R,5R)-3-fluoro-4-hydroxy-5-(hydroxymethyl)tetrahydrofuran-2-yl)pyrimidin-2(1H)-one